C[C@@H]1CC(C2(C1)CCN(CC2)C(=O)OCC2=CC=CC=C2)=O (S)-benzyl 3-methyl-1-oxo-8-azaspiro[4.5]decane-8-carboxylate